6-(3-Chloro-4-methylphenyl)-N-(3,4-dimethoxybenzyl)-7-methyl-4-oxo-4,5-dihydropyrazolo-[1,5-a]pyrazine-2-carboxamide ClC=1C=C(C=CC1C)C=1NC(C=2N(C1C)N=C(C2)C(=O)NCC2=CC(=C(C=C2)OC)OC)=O